NCCN1CCN(CC1)C(CC12CC3CC(CC(C1)C3)C2)=O 1-(4-(2-aminoethyl)piperazin-1-yl)-2-(adamantan-1-yl)ethanone